ClC1=NC(=NC(=N1)NC(C)C)NC(C)C 6-Chloro-N,N'-bis(1-methylethyl)-1,3,5-triazine-2,4-diamine